C(C)(C)[C@@H]1CCC([C@H](C1)O)=C (1S,5R)-5-Isopropyl-2-methylenecyclohexanol